ClC1=C(C=CC=2C3=C(N(C12)CCO)CCN(C3)C(=O)C3=NC=C(C=N3)OC)Cl (6,7-dichloro-5-(2-hydroxyethyl)-1,3,4,5-tetrahydro-2H-pyrido[4,3-b]indol-2-yl)(5-methoxypyrimidin-2-yl)methanone